2-(3-((4-fluorobenzyl)amino)-2-oxo-6-phenylpyrazin-1(2H)-yl)acetamide FC1=CC=C(CNC=2C(N(C(=CN2)C2=CC=CC=C2)CC(=O)N)=O)C=C1